ClC=1C=C(C=CC1)C[C@@H](C(=O)O)N(C)C(=O)OCC1C2=CC=CC=C2C=2C=CC=CC12 (2S)-3-(3-chlorophenyl)-2-[9H-fluoren-9-yl-methoxycarbonyl-(methyl)amino]propanoic acid